2-bromo-1-(2-hydroxy-5-methylphenyl)ethane-1-one BrCC(=O)C1=C(C=CC(=C1)C)O